4-Bromo-2-cyclopropyl-2H-isoquinolin-1-one BrC1=CN(C(C2=CC=CC=C12)=O)C1CC1